5,6,4'-trihydroxy-7-methoxyflavanone OC1=C2C(CC(OC2=CC(=C1O)OC)C1=CC=C(C=C1)O)=O